(R)-4-(t-butoxycarbonyl)piperazin-2-carboxylic acid C(C)(C)(C)OC(=O)N1C[C@@H](NCC1)C(=O)O